COC1=CC(=CC(=C1OC)OC)C2=CC(=O)C3=C(O2)C(=C(C(=C3OC)OC)OC)OC The molecule is a methoxyflavone that is flavone substituted by methoxy groups at positions 5, 6, 7, 8, 3', 4' and 5'. It has a role as a plant metabolite. It derives from a flavone.